2-(4-bromo-1-methyl-imidazol-2-yl)ethoxy-tert-butyl-dimethyl-silane BrC=1N=C(N(C1)C)CCO[Si](C)(C)C(C)(C)C